2-(ethoxymethyl)-6-({[2-(trifluoromethyl)phenyl]carbonyl}amino)-N-{[3-(trifluoromethyl)pyridin-2-yl]methyl}-1H-benzimidazole-4-carboxamide C(C)OCC1=NC2=C(N1)C=C(C=C2C(=O)NCC2=NC=CC=C2C(F)(F)F)NC(=O)C2=C(C=CC=C2)C(F)(F)F